1,1,1,3,3,3-Hexafluoropropan-2-yl (±)-1-((tetrahydro-2H-pyran-4-carbonyl)carbamoyl)-6-azaspiro[2.5]octan-6-carboxylat O1CCC(CC1)C(=O)NC(=O)[C@@H]1CC12CCN(CC2)C(=O)OC(C(F)(F)F)C(F)(F)F |r|